C(=CCC)OC=C butenylvinyl ether